O1CCN(CC1)C1=CC(=NC=2N1N=C(C2)C(=O)NOC2COC2)N2N=C(C=C2)C=2C=C(C=CC2)C 7-morpholino-N-(oxetan-3-yloxy)-5-(3-(m-tolyl)-1H-pyrazol-1-yl)pyrazolo[1,5-a]Pyrimidine-2-carboxamide